(R)-(5-(6-(pyrrolidin-3-yl)-1H-benzo[d]imidazol-2-yl)-1H-pyrrol-3-yl)(2-(trifluoromethyl)phenyl)methanone N1C[C@H](CC1)C=1C=CC2=C(NC(=N2)C2=CC(=CN2)C(=O)C2=C(C=CC=C2)C(F)(F)F)C1